((S)-1-(cis-4-(4-chloro-6-methylnicotinoyl)-4-hydroxycyclohexyl)propan-2-yl)carbamic acid tert-butyl ester C(C)(C)(C)OC(N[C@H](CC1CCC(CC1)(O)C(C1=CN=C(C=C1Cl)C)=O)C)=O